COC1=CC=C(CN(C2=C(C=C3C(=N2)C=C(N3COCC[Si](C)(C)C)C(=O)OCC)C)CC3=CC=C(C=C3)OC)C=C1 ethyl 5-(bis(4-methoxybenzyl)amino)-6-methyl-1-((2-(trimethylsilyl)ethoxy)methyl)-1H-pyrrolo[3,2-b]pyridine-2-carboxylate